ClC1=NC(=CN=C1)OC1C(CN(CC1)C)(F)F 2-chloro-6-((3,3-difluoro-1-methylpiperidin-4-yl)oxy)pyrazine